C(CCSCCCCCCSCCCO)O 4,11-dithia-1,14-tetradecanediol